OC1=C(C(N(C2=CC(=CC=C12)OC1=CC=CC=C1)C)=O)C(=O)NCC(=O)O 2-(4-hydroxy-1-methyl-2-oxo-7-phenoxy-1,2-dihydroquinoline-3-carboxamido)acetic acid